NC1CN(CCN1N)C1=CC=CC=2OCCOC21 5-(3,4-diaminopiperazin-1-yl)-2,3-dihydro-1,4-benzodioxine